OCC=1C=C2C=CC(=NC2=CC1)N1CCC(CC1)N(C(OC(C)(C)C)=O)C Tert-butyl (1-(6-(hydroxymethyl)quinolin-2-yl)piperidin-4-yl)(methyl)carbamate